C(C)(C)N(C1=CC=C2C=C(C(OC2=C1)(C)C)C=O)C(C)C 7-(diisopropylamino)-2,2-dimethyl-2H-chromen-3-carbaldehyde